N-(1-((1R,4R)-4-((3,9-diazaspiro[5.5]undec-3-yl)methyl)cyclohexyl)-3-chloro-1H-pyrazol-4-yl)-5-((1R,4R)-2-oxa-5-azabicyclo[2.2.1]heptan-5-yl)pyrazolo[1,5-a]pyrimidine-3-carboxamide C1CN(CCC12CCNCC2)CC2CCC(CC2)N2N=C(C(=C2)NC(=O)C=2C=NN1C2N=C(C=C1)N1[C@H]2CO[C@@H](C1)C2)Cl